Trans-2,2-dichloro-N-(4-chloro-3-(2-(pyrimidin-4-yl)hydrazine-1-carbonyl)phenyl)-3-(3,5-dichlorophenyl)cyclopropane-1-carboxamide ClC1([C@H]([C@@H]1C1=CC(=CC(=C1)Cl)Cl)C(=O)NC1=CC(=C(C=C1)Cl)C(=O)NNC1=NC=NC=C1)Cl